(3S,4S) or (3R,4R)-4-(4-{2-[(5-chloro-1-methyl-1H-pyrazol-4-yl)amino]-6-methylquinazolin-7-yl}piperidin-1-yl)-4-methyloxolan-3-ol ClC1=C(C=NN1C)NC1=NC2=CC(=C(C=C2C=N1)C)C1CCN(CC1)[C@@]1([C@@H](COC1)O)C |o1:25,26|